3-(((1r,2s)-2-(3,4-difluorophenyl)cyclopropyl)amino)-N-phenylpropionamide FC=1C=C(C=CC1F)[C@H]1[C@@H](C1)NCCC(=O)NC1=CC=CC=C1